5-benzoindol C1C=CC2=CN=C3C(=C12)C=CC=C3